(3S)-1-(azetidin-3-ylmethyl)-3-fluoro-pyrrolidine dihydrochloride Cl.Cl.N1CC(C1)CN1C[C@H](CC1)F